BrC=1C=CC(=C(C(=O)NC2=NC=CC(=C2)C(F)(F)F)C1)F 5-bromo-2-fluoro-N-(4-(trifluoromethyl)pyridin-2-yl)benzamide